Br/C=C/C1=C(C=CC=C1)OC (E)-2-bromovinyl-2-methoxybenzene